4-bromo-2-(4-dodecylphenyl)thiophene BrC=1C=C(SC1)C1=CC=C(C=C1)CCCCCCCCCCCC